2-({6-[(1,3-benzothiazol-2-yl)amino]-4-methylpyridazin-3-yl}amino)-1,3-thiazole-4-carboxylic acid S1C(=NC2=C1C=CC=C2)NC2=CC(=C(N=N2)NC=2SC=C(N2)C(=O)O)C